C(C)(C)NCC(COC1=CC=C(C2=CC=CC=C12)C)O (isopropylamino)-3-((4-methylnaphthalen-1-yl)oxy)propan-2-ol